(1r,3r)-3-(2,3-difluorophenoxy)-N-((6-fluoroisoquinolin-5-yl)methyl)cyclobutan-1-amine FC1=C(OC2CC(C2)NCC2=C3C=CN=CC3=CC=C2F)C=CC=C1F